BrC1=C(C2=NC(=CC=C2N1C(C)C)C=O)C(=O)NC1=NC=C(C(=C1)NCCOC)C#N bromo-N-(5-cyano-4-((2-methoxyethyl)amino)pyridin-2-yl)-5-formyl-1-isopropyl-1H-pyrrolo[3,2-b]pyridine-3-carboxamide